C(=O)OC=1C(=NC(=NC1)Cl)Cl (2,4-dichloropyrimidin-5-yl) formate